BrC1=CC=CC=2C3=C(OC21)C=2C=CC=C(C2C=C3)C3=CC=CC=C3 10-bromo-4-phenylnaphtho[1,2-b]benzofuran